C=1C(CC=C2C3=CC=CC=C3NC12)=O Carbazole-2(3H)-one